OC(CN(CCCCC(=O)OCCN1CCN(CC1)CCSSCCCN(CC(CCCCCCCC)O)CC(CCCCCCCC)O)CC(CCCCCCCCCC)O)CCCCCCCCCC 2-(4-(2-((3-(Bis(2-hydroxydecyl)amino)propyl)disulfaneyl)ethyl)piperazin-1-yl)ethyl 5-(bis(2-hydroxydodecyl)amino)pentanoate